8-cyclopentyl-N-(4-fluoro-3-(1-(4-fluorophenyl)-1H-pyrazol-4-yl)benzyl)-7H-purine-6-carboxamide C1(CCCC1)C1=NC2=NC=NC(=C2N1)C(=O)NCC1=CC(=C(C=C1)F)C=1C=NN(C1)C1=CC=C(C=C1)F